C(CC1=CC=CC=C1)N1CCN(CC1)C(C(=O)O)C 2-(4-phenethylpiperazin-1-yl)propionic acid